N-(2,4-dimethoxybenzyl)-2-(4-isopropyl-1H-pyrazol-1-yl)-5-nitrobenzenesulfonamide COC1=C(CNS(=O)(=O)C2=C(C=CC(=C2)[N+](=O)[O-])N2N=CC(=C2)C(C)C)C=CC(=C1)OC